ClC=1C(=NC=CC1)N1N=C(C=C1)O 2-(3-chloro-2-pyridyl)-5-hydroxypyrazole